3-fluoro-4-((5-(4-nitrophenyl)-1H-pyrazol-3-yl)amino)phenol FC=1C=C(C=CC1NC1=NNC(=C1)C1=CC=C(C=C1)[N+](=O)[O-])O